C(C)N(C(COC1=CC(=CC=C1)C(C)NC1=NC(=NC(=C1)C1=C(C(=CC=C1)OC)F)C)=O)CC N,N-diethyl-2-({3-[1-({6-[2-fluoro-3-(methyloxy)phenyl]-2-methylpyrimidin-4-yl}amino)ethyl]phenyl}oxy)acetamide